Dimethyl 5-hydroxy-4,7-dimethyl-1,3-dihydroindene-2,2-dicarboxylate OC=1C(=C2CC(CC2=C(C1)C)(C(=O)OC)C(=O)OC)C